OC(C(C(=O)SCCNC(CCNC([C@@H](C(COP(OP(OC[C@@H]1[C@H]([C@H]([C@@H](O1)N1C=NC=2C(N)=NC=NC12)O)OP(=O)(O)O)(=O)O)(=O)O)(C)C)O)=O)=O)C)CC(=O)O 3-hydroxy-2-methylglutaryl-coenzyme A